ClC=1C(=C(C(=C(C1)B1OC(C(O1)(C)C)(C)C)C)[2H])C(C([2H])([2H])[2H])(C([2H])([2H])[2H])C([2H])([2H])[2H] 2-(5-chloro-2-methyl-4-(2-(methyl-d3)propan-2-yl-1,1,1,3,3,3-d6)phenyl-3-d)-4,4,5,5-tetramethyl-1,3,2-dioxaborolane